2-amino-5-{8-[(2-cyano-2-methylideneethyl)amino]-7-methoxynaphthalen-2-yl}pyridine-3-carboxamide NC1=NC=C(C=C1C(=O)N)C1=CC2=C(C(=CC=C2C=C1)OC)NCC(=C)C#N